C1(CC1)[C@@H](C)NC1=NN2C=NC(=C(C2=N1)F)C=1C=NN(C1)C(C)OCC N-((R)-1-Cyclopropylethyl)-7-(1-(1-ethoxyethyl)-1H-pyrazol-4-yl)-8-fluoro-[1,2,4]triazolo[1,5-c]pyrimidin-2-amine